N-FMochydroxylamine C(=O)(OCC1C2=CC=CC=C2C2=CC=CC=C12)NO